OC1CCOC(O1)(C)C (4R-cis)-6-hydroxy-2,2-dimethyl-1,3-dioxane